C(C)(=O)C1=C(C=C(C=C1)[N+](=O)[O-])N1N=C(C=C1C)C#N 1-(2-acetyl-5-nitro-phenyl)-5-methyl-pyrazole-3-carbonitrile